CNC(C1=C(C=CC=C1)NC1=NC(=NC=C1C(F)(F)F)NC=1C=C2CCNCC2=CC1)=O n-methyl-2-((2-((1,2,3,4-tetrahydroisoquinolin-6-yl)amino)-5-(trifluoromethyl)pyrimidin-4-yl)amino)benzamide